1-CYCLOHEXYL-2-METHYLPROPAN-1-ONE C1(CCCCC1)C(C(C)C)=O